ClC=1C=C(C=CC1F)NC(=O)C1=C(N=CN1C)C1CC2CC(CC2C1)(O)C1=CC(=NN1CC)[N+](=O)[O-] N-(3-Chloro-4-fluorophenyl)-4-(5-(1-ethyl-3-nitro-1H-pyrazol-5-yl)-5-hydroxyoctahydropentalen-2-yl)-1-methyl-1H-imidazole-5-carboxamide